5-(7-{[2-(difluoromethoxy)ethyl]amino}-1-fluoro-3-hydroxy-5,6,7,8-tetrahydronaphthalen-2-yl)-1λ6,2,5-thiadiazolidine-1,1,3-trione FC(OCCNC1CCC=2C=C(C(=C(C2C1)F)N1CC(NS1(=O)=O)=O)O)F